ClC1=C2C=C(C=NC2=CC=N1)NC(=O)C=1C=NN(C1C(F)(F)F)C1=C2C=CNC(C2=CC=C1)=O N-(5-chloro-1,6-naphthyridin-3-yl)-1-(1-oxo-1,2-dihydroisoquinolin-5-yl)-5-trifluoromethyl-1H-pyrazole-4-carboxamide